OCCCS(=O)(=O)NC1CC(C1)N(C=1C2=C(N=CN1)NC=C2)C 3-hydroxy-N-(3-(methyl-(7H-pyrrolo[2,3-d]pyrimidin-4-yl)amino)cyclobutyl)propane-1-sulfonamide